COC(\C=C\CC[C@@H](C(=O)NC=1C(N(C=CC1)CC(=O)NC1C2CC3CC(CC1C3)C2)=O)NC(=O)C2=NC=CN=C2)=O (S,E)-Methyl-7-(1-(2-(2-adamantylamino)-2-oxoethyl)-2-oxo-1,2-dihydropyridin-3-ylamino)-7-oxo-6-(pyrazin-2-carboxamido)hept-2-enoat